N-cyclopropylpyrrolidine C1(CC1)N1CCCC1